ethyl 2-({6-[(1,3-benzothiazol-2-yl)amino]-5-methylpyridazin-3-yl}(methyl)amino)-5-[(3R)-3-(benzyloxy)pyrrolidin-1-yl]-1,3-thiazole-4-carboxylate S1C(=NC2=C1C=CC=C2)NC2=C(C=C(N=N2)N(C=2SC(=C(N2)C(=O)OCC)N2C[C@@H](CC2)OCC2=CC=CC=C2)C)C